methyl (S)-7-((acridine-2-carbonyl)glycyl)-1,4-dioxa-7-azaspiro[4.4]nonane-8-carboxylate C1=C(C=CC2=NC3=CC=CC=C3C=C12)C(=O)NCC(=O)N1CC2(OCCO2)C[C@H]1C(=O)OC